C1(CC1)C1=C(C(=NO1)C1=C(C=CC=C1Cl)Cl)CN1C[C@H](N(CC1)C=1SC2=C(N1)C(=CC(=C2)C(=O)OC)C(C)C)C (R)-Methyl 2-(4-((5-cyclopropyl-3-(2,6-dichlorophenyl) isoxazol-4-yl) methyl)-2-methylpiperazin-1-yl)-4-isopropylbenzo[d]thiazole-6-carboxylate